ClC1=C(C(=C(C=C1OC)OC)Cl)C1=CC2=C(N=C(N=C2)N[C@H]2[C@H](COC2)NC(C=C)=O)C(=N1)N1CC2(CCO2)C1 N-((3R,4S)-4-((6-(2,6-dichloro-3,5-dimethoxyphenyl)-8-(1-oxa-6-aza-spiro[3.3]heptan-6-yl)pyrido[3,4-d]pyrimidin-2-yl)amino)tetrahydrofuran-3-yl)acrylamide